C(C)C=1C=NC(=NC1)N1CCC(CC1)CCCOC1=CC(=C(C(=C1)F)C1=NOC(=N1)CCC)F 3-(4-(3-(1-(5-ethylpyrimidin-2-yl)piperidin-4-yl)propoxy)-2,6-difluorophenyl)-5-propyl-1,2,4-oxadiazole